OC1=C(C(=O)[O-])C=C(C=C1)O.[Li+] lithium 2,5-dihydroxybenzoate